C(C)NC1(CCC2(C(NC(N2)=O)=O)CC1)C1=CC=CC=C1 cis-8-ethylamino-8-phenyl-1,3-diaza-spiro[4.5]decane-2,4-dione